CC1=NN(C2=NC=C(C=C21)NC(C=C)=O)C=2C=NC=CC2 N-(3-methyl-1-(pyridin-3-yl)-1H-pyrazolo[3,4-b]pyridin-5-yl)acrylamide